tert-butyl (4-chloro-2,3,5-trifluorophenyl)carbamate ClC1=C(C(=C(C=C1F)NC(OC(C)(C)C)=O)F)F